C1(CC1)C=1N=NN(C1)[C@H](C(=O)N1[C@@H](C[C@H](C1)O)C(=O)NCC=1C=NC(=CC1C)C)C(C)(C)C (2S,4R)-1-[(2S)-2-(4-cyclopropyltriazol-1-yl)-3,3-dimethyl-butanoyl]-N-[(4,6-dimethyl-3-pyridyl)methyl]-4-hydroxy-pyrrolidine-2-carboxamide